tert-butyl (2R,5S)-4-[[4-chloro-2-(trifluoromethyl)phenyl]carbamoyl]-2-ethyl-5-(hydroxymethyl)piperazine-1-carboxylate ClC1=CC(=C(C=C1)NC(=O)N1C[C@H](N(C[C@H]1CO)C(=O)OC(C)(C)C)CC)C(F)(F)F